C(C)S(=O)(=O)NC(C1=CC(=C(C=C1)N1C(SCC1=O)C1=CC=C(C=C1)F)C)=O N-(ethylsulfonyl)-4-[2-(4-fluorophenyl)-4-oxo-1,3-thiazolidin-3-yl]-3-methylbenzamide